hydroxyethyl-1-piperazineethansulfonic acid OCCC1N(CCNC1)CCS(=O)(=O)O